C(C)(C)(C)OC(N(C)C1CCC(CC1)N1N=C2C=C(C(=CC2=C1)Br)OC)=O ((1r,4r)-4-(5-bromo-6-methoxy-2H-indazol-2-yl)cyclohexyl)(methyl)carbamic acid tert-butyl ester